octanoylglutamic acid triethanolamine salt N(CCO)(CCO)CCO.C(CCCCCCC)(=O)N[C@@H](CCC(=O)O)C(=O)O